C(C)OC(C1=C(C(=C(C=C1)Br)O)O)=O.OCC1=CC=C(O1)C1=NC=2C(=C3C(=NC2)NC=C3)N1[C@H]1CN(CC1)C(=O)NCC(F)(F)F (R)-3-(2-(5-(hydroxymethyl)furan-2-yl)imidazo[4,5-d]Pyrrolo[2,3-b]Pyridin-1(6H)-yl)-N-(2,2,2-trifluoroethyl)pyrrolidine-1-carboxamide ethyl-4-bromo-2,3-dihydroxybenzoate